5-chloro-N-(2,4-difluoro-3-(1-methyl-7-(methylamino)-2,4-dioxo-1,4-dihydropyrimido[4,5-d]pyrimidin-3(2H)-yl)phenyl)-2-methoxypyridine-3-sulfonamide ClC=1C=C(C(=NC1)OC)S(=O)(=O)NC1=C(C(=C(C=C1)F)N1C(N(C2=NC(=NC=C2C1=O)NC)C)=O)F